C(#N)C1=CC=C(C=C)C=C1 p-Cyanostyrol